5-bromo-3-cyclobutyl-1H-pyrrolo[2,3-b]pyridine BrC=1C=C2C(=NC1)NC=C2C2CCC2